N1CC(C1)C1=CC(=C(C=O)C(=C1)CC)CC 4-(azetidin-3-yl)-2,6-diethylbenzaldehyde